3-(ethylthio)-4-(3-methyl-6-(trifluoromethyl)-3H-imidazo[4,5-b]pyridin-2-yl)-1H-pyrazol-5-amine C(C)SC1=NNC(=C1C1=NC=2C(=NC=C(C2)C(F)(F)F)N1C)N